C(C)C1=C(C=CC=C1)NC(C(=O)N)=O N'-(2-ethylphenyl)ethanediamide